9H-fluoren-9-ylmethyl (2R,3R)-3-[[(R)-tert-butylsulfinyl]amino]-2-(2-chloro-5-fluoro-3-methyl-phenyl)pyrrolidine-1-carboxylate C(C)(C)(C)[S@@](=O)N[C@H]1[C@H](N(CC1)C(=O)OCC1C2=CC=CC=C2C=2C=CC=CC12)C1=C(C(=CC(=C1)F)C)Cl